dicarboxyl-cyclohexane C(=O)(O)C1(CCCCC1)C(=O)O